NC=1C2=C(N=CN1)N(C=C2)[C@H]2[C@@H]([C@@H]([C@@]1(C[C@H]21)CCC=2C=C1N=C(C=NC1=CC2)N)O)O (1R,2R,3S,4R,5S)-4-(4-amino-7H-pyrrolo[2,3-d]pyrimidin-7-yl)-1-(2-(3-aminoquinoxalin-6-yl)ethyl)bicyclo[3.1.0]hexane-2,3-diol